3-amino-2-methylpropan-1-ol, hydrochloride Cl.NCC(CO)C